C(C)(C)(C)S(=O)(=N)C1=CC=C(C=C1)C tert-Butyl-p-tolyl-sulfoximine